NCCCCCCCCCCCC(=O)O azatridecan-13-oic acid